9-morpholinyl-6-isopropyl-10-methoxy-2-oxo-6,7-dihydro-2H-pyrido[2,1-a]isoquinoline-3-carboxylic acid N1(CCOCC1)C=1C=C2CC(N3C(C2=CC1OC)=CC(C(=C3)C(=O)O)=O)C(C)C